O=C1N(C(C=C1NC1=CC(=CC=C1)C(C)(C)NCCC1=CC(=CC=C1)C(F)(F)F)=O)C1C(NC(CC1)=O)=O 3-(2,5-dioxo-3-((3-(2-((3-(trifluoromethyl)phenethyl)amino)propan-2-yl)phenyl)amino)-2,5-dihydro-1H-pyrrol-1-yl)piperidine-2,6-dione